[Na].CP(O[Si](O)(O)O)(OCCC)=O (trihydroxy silyl) propyl methylphosphonate sodium salt